BrCCCCCN(C)C [(5-bromopentyl)(methyl)amino]methane